(E)-4-((3R,4R)-3-((5-fluoropyrimidin-2-yl)amino)-4-((4-(trifluoromethyl)benzyl)oxy)pyrrolidin-1-yl)-4-oxobut-2-enenitrile FC=1C=NC(=NC1)N[C@@H]1CN(C[C@H]1OCC1=CC=C(C=C1)C(F)(F)F)C(/C=C/C#N)=O